C(C=CC1=CC=CC=C1)(=O)OC(C)CC(C)OC(C=CC1=CC=CC=C1)=O 2,4-pentanediol dicinnamate